CC(C)NC1=CC=C(C=N1)C1=NN2C(OCC3(CC3)C2)=C1C(=O)N[C@@H]1C(NC2=C(C(=N1)C1=CC=CC=C1)C=CC=C2F)=O 2-[6-(Propan-2-ylamino)pyridin-3-yl]-N-[(3S)-9-fluoro-2-oxo-5-phenyl-1,3-dihydro-1,4-benzodiazepin-3-yl]spiro[5,7-dihydropyrazolo[5,1-b][1,3]oxazine-6,1'-cyclopropane]-3-carboxamide